(S)-N-(4-(3-Aminopiperidin-1-yl)-5-(1-(2,2,2-trifluoroethyl)-1H-pyrazol-4-yl)pyridin-2-yl)-1-neopentyl-1H-pyrazolo[3,4-b]pyridin-6-amine N[C@@H]1CN(CCC1)C1=CC(=NC=C1C=1C=NN(C1)CC(F)(F)F)NC1=CC=C2C(=N1)N(N=C2)CC(C)(C)C